2-(8-((2s,5r)-5-ethyl-2-methyl-4-(1-(thieno[2,3-b]pyridin-6-yl)ethyl)piperazin-1-yl)-5-methyl-6-oxo-5,6-dihydroimidazo[1,2-b]pyridazin-2-yl)acetonitrile C(C)[C@H]1N(C[C@@H](N(C1)C=1C=2N(N(C(C1)=O)C)C=C(N2)CC#N)C)C(C)C2=CC=C1C(=N2)SC=C1